(3S,10R,13S)-17-(4-Trifluoromethyl-1H-imidazol-1-yl)-10,13-dimethyl-2,3,4,7,8,9,10,11,12,13,14,15-dodecahydro-1H-cyclopenta[a]phenanthren-3-yl acetate C(C)(=O)O[C@H]1CC[C@@]2(C3CC[C@@]4(C(=CCC4C3CC=C2C1)N1C=NC(=C1)C(F)(F)F)C)C